CC1(CCC(CC1)NC(=O)C1=CC=CC(=N1)C(=O)[O-])C 6-((4,4-dimethylcyclohexyl)carbamoyl)picolinate